CC1(N(CCC2=CC=C(C=C12)C(=O)OC)C(=O)OC(C)(C)C)C 2-(tert-butyl) 7-methyl 1,1-dimethyl-3,4-dihydroisoquinoline-2,7(1H)-dicarboxylate